(+)-p-mentha-diene-3-ol C1(=CC(=C(CC1)C(C)C)O)C